(15R)-5-hydroxy-15-methyl-11-thia-3,6,14,17-tetra-azatetracyclo[8.8.0.02,7.012,18]octadeca-1(10),2(7),3,5,8,12(18)-hexaen-13-one OC=1C=NC=2C=3C=4NC[C@H](NC(C4SC3C=CC2N1)=O)C